Cl.FC1(CNCCC1C1=C(C=C2C(=NN(C2=C1)C)N1C(NC(CC1)=O)=O)F)F 1-[6-(3,3-difluoro-4-piperidyl)-5-fluoro-1-methyl-indazol-3-yl]hexahydropyrimidine-2,4-dione hydrochloride